ClC=1C=CC(=C2C=CN(C(C12)=O)C)OC1CC2(CN(C2)CCNC=2C=C(C(=O)OC)C=CC2F)C1 Methyl 3-((2-(6-((8-chloro-2-methyl-1-oxo-1,2-dihydroisoquinolin-5-yl)oxy)-2-azaspiro[3.3]heptan-2-yl)ethyl)amino)-4-fluorobenzoate